(1R,3S)-3-({5-[N-(2-cyclopropyl-4-iodo-5-methylphenyl)but-2-ynamido]-1-methylpyrazolo[4,3-b]pyridin-3-yl}oxy)cyclopentane-1-carboxylic acid C1(CC1)C1=C(C=C(C(=C1)I)C)N(C(C#CC)=O)C1=CC=C2C(=N1)C(=NN2C)O[C@@H]2C[C@@H](CC2)C(=O)O